[Ca+2].C(CCCCCCC\C=C/CCCCCCCC)(=O)[O-].C(CCCCCCC\C=C/CCCCCCCC)(=O)[O-] oleic acid, calcium salt